ClCC1=C(C(=O)NC2=CC3=C(N(C4=CC=CC=C34)C)C(=N2)C2=CC=C(C=C2)OC)C=CC=C1 2-(chloromethyl)-N-(1-(4-methoxyphenyl)-9-methyl-9H-pyrido[3,4-b]indol-3-yl)benzamide